OB1OC2=C(C(=C1)C(C)C)C=C(C=C2)NC2=NC=C(C(=N2)N[C@@H]2COCC[C@H]2C#N)C (trans)-3-((2-((2-hydroxy-4-isopropyl-2H-benzo[e][1,2]oxaborinin-6-yl)amino)-5-methylpyrimidin-4-yl)amino)tetrahydro-2H-pyran-4-carbonitrile